ferric silicate nickel [Ni+].[Si]([O-])([O-])([O-])[O-].[Fe+3]